5-[4-(dimethylamino)-1-piperidyl]-7-(2-fluoro-6-methyl-phenyl)isoquinolin-3-amine CN(C1CCN(CC1)C1=C2C=C(N=CC2=CC(=C1)C1=C(C=CC=C1C)F)N)C